[Na+].[Na+].C(CN(CC(=O)[O-])CC(=O)[O-])N(CC(=O)[O-])CC(=O)[O-].[Cu+2] Copper ethylenediaminetetraacetate disodium salt